C1(CCC1)N1N=CC(=C1)C=1C=NC=2CCN(CC2C1)C=1C(=C(C=2N(N1)C=NN2)C)C 3-(1-cyclobutylpyrazol-4-yl)-6-(7,8-dimethyl-[1,2,4]triazolo[4,3-b]pyridazin-6-yl)-7,8-dihydro-5H-1,6-naphthyridine